C(N)(=O)C1(CC1)C1=CC=C(C=C1)C1=CC=CC=C1 4'-(1-carbamoylcyclopropyl)-[1,1'-biphenyl]